C(CCCCCCC(=O)OC(CCCCCC=C)CCCCCC=C)(=O)OCC(COC(CCCN1CCCC1)=O)COC(CCCCCCC(OC(CCCCCC=C)CCCCCC=C)=O)=O 1-[2-({[8-Oxo-8-(pentadeca-1,14-dien-8-yloxy)octanoyl]oxy}methyl)-3-{[4-(pyrrolidin-1-yl)butanoyl]oxy}propyl] 8-pentadeca-1,14-dien-8-yl octanedioate